benzidine-d8 methyl-3-(4-(2-chloro-3-fluorophenyl)piperidine-1-carbonyl)-1,4,5,7-tetrahydro-6H-pyrazolo[3,4-c]pyridine-6-carboxylate COC(=O)N1CC2=C(CC1)C(=NN2)C(=O)N2CCC(CC2)C2=C(C(=CC=C2)F)Cl.C2(=C(C(=C(N([2H])[2H])C(=C2[2H])[2H])[2H])[2H])C=2C(=C(C(N)=CC2)[2H])[2H]